ClC1=C(SC=C1)C(=O)O 3-chlorothiophene-2-carboxylic acid